3-Hydroxy-4-[2-[[(3R)-1-(2-hydroxyethyl)-3-piperidyl]amino]oxazolo[4,5-b]pyridin-5-yl]-5-(methoxymethyl)benzonitrile OC=1C=C(C#N)C=C(C1C1=CC=C2C(=N1)N=C(O2)N[C@H]2CN(CCC2)CCO)COC